N-(3-Chloro-1H-indol-7-yl)-1-(2-fluoroethyl)pyrazol-4-sulfonamid ClC1=CNC2=C(C=CC=C12)NS(=O)(=O)C=1C=NN(C1)CCF